3-(2-(((2'-(3-((4-(((1-acetylpiperidin-4-yl)amino)methyl)-3-fluoropyridin-2-yl)amino)-2-chlorophenyl)-3'-chloro-6-methoxy-[2,4'-bipyridin]-5-yl)methyl)amino)ethyl)oxazolidin-2-one C(C)(=O)N1CCC(CC1)NCC1=C(C(=NC=C1)NC=1C(=C(C=CC1)C1=NC=CC(=C1Cl)C1=NC(=C(C=C1)CNCCN1C(OCC1)=O)OC)Cl)F